FC(OC=1C=C(C=CC1)C=1NOC=CC1)F [3-(difluoromethoxy)phenyl]oxazine